2-(4-(((2R,3S,5R)-5-(6-amino-2-fluoro-9H-purin-9-yl)-2-ethynyl-3-hydroxytetrahydrofuran-2-yl)methoxy)-2-methyl-4-oxobutan-2-yl)-3,5-dimethylphenyl decanoate C(CCCCCCCCC)(=O)OC1=C(C(=CC(=C1)C)C)C(C)(CC(=O)OC[C@]1(O[C@H](C[C@@H]1O)N1C2=NC(=NC(=C2N=C1)N)F)C#C)C